NC1=C(C(=CC=C1OC)OC)C=O 2-AMINO-3,6-DIMETHOXYBENZENECARBALDEHYDE